3-Cyano-7-methyl-5,6,7,8-tetrahydroquinoline 1-oxide C(#N)C=1C=[N+](C=2CC(CCC2C1)C)[O-]